FC1=CC=C(C=C1)C=1C=C2C(=NC=NC2=C(C1)OC1CCN(CC1)C)NCC=1N=NC(=CC1)C 6-(4-fluorophenyl)-8-[(1-methyl-4-piperidyl)oxy]-N-[(6-methylpyridazin-3-yl)methyl]quinazolin-4-amine